COC=CC1=C(C=CC(=C1)CC(C)(C)C)B1OC(C(O1)(C)C)(C)C 2-(2-(2-methoxyvinyl)-4-neopentylphenyl)-4,4,5,5-tetramethyl-1,3,2-dioxaborolane